tricyclohexyl-phosphine Methyl-methacrylate COC(C(=C)C)=O.C1(CCCCC1)P(C1CCCCC1)C1CCCCC1